COC1=CC=C(C=C1)C=1C=CC2=C(N(C(=N2)C2=NN(C3=CC=C(C=C23)C(=O)NCCCNC(OC(C)(C)C)=O)COCC[Si](C)(C)C)COCC[Si](C)(C)C)C1 tert-butyl (3-(3-(6-(4-methoxyphenyl)-1-((2-(trimethylsilyl)ethoxy)methyl)-1H-benzo[d]imidazol-2-yl)-1-((2-(trimethylsilyl)ethoxy)methyl)-1H-indazole-5-carboxamido)propyl)carbamate